C(C1=CC=CC=C1)(=O)C=1C(=C(C(=O)O)C=CC1)C(C1=CC=CC=C1)=O di-benzoylbenzoic acid